ClC1=CC(=C2C=C(N=CC2=C1)C=1CCN(CC1)C(=O)OC(C)(C)C)F tert-butyl 4-(7-chloro-5-fluoro-3-isoquinolyl)-3,6-dihydro-2H-pyridine-1-carboxylate